benzyl-((S)-but-3-en-2-yl)carbamic acid benzyl ester C(C1=CC=CC=C1)OC(N([C@@H](C)C=C)CC1=CC=CC=C1)=O